5-methyluridine-3'-phosphate P(=O)(O)(O)O[C@H]1[C@H]([C@@H](O[C@@H]1CO)N1C(=O)NC(=O)C(=C1)C)O